OC1=C(C=C(C=C1)/C=C/C(=O)NCC=1N=NN(C1)CC1=C(C=CC=C1)[N+](=O)[O-])OC (E)-3-(4-hydroxy-3-methoxyphenyl)-N-((1-(2-nitrobenzyl)-1H-1,2,3-triazol-4-yl)methyl)acrylamide